C(C)OC(=O)C1=CC=2C(=NC(=C(C2)F)Br)N1C(CN)C 1-(1-aminopropane-2-yl)-6-bromo-5-fluoro-1H-pyrrolo[2,3-b]pyridine-2-carboxylic acid ethyl ester